C1=CC=C2C(=C1)C=CC3=C2C=CC(=C3)C4=CC(=NN4C5=CC=C(C=C5)NC(=O)CN)C(F)(F)F The molecule is a member of the class of pyrazoles that is N-[4-(pyrazol-1-yl)phenyl]glycinamide in which the pyrazole ring is substituted at positions 3 and 5 by trifluoromethyl and phenanthrene-2-yl groups respectively. It has a role as an EC 2.7.11.1 (non-specific serine/threonine protein kinase) inhibitor, an antineoplastic agent and an apoptosis inducer. It is a member of pyrazoles, a member of phenanthrenes, an organofluorine compound, a glycine derivative, an aromatic amide and an antibiotic antifungal drug.